C(C1=CC=CC=C1)OCCOC=1C=CC(=C(C1)C#CC=1C=NC=CC1N)F 3-({5-[2-(benzyloxy)ethoxy]-2-fluorophenyl}ethynyl)pyridin-4-amine